6-(1-methyl-1H-benzo[d]imidazol-4-yl)-3-((6'-methyl-2,3,5,6,6',7'-hexahydrospiro[pyran-4,5'-pyrrolo[3,4-b]pyridin]-2'-yl)amino)-5-(trifluoromethyl)picolinonitrile CN1C=NC2=C1C=CC=C2C2=C(C=C(C(=N2)C#N)NC2=CC=C1C(=N2)CN(C12CCOCC2)C)C(F)(F)F